ClC=1C=C2C(C(=CN(C2=CC1N1CC2=NC=CC=C2C1)C1=NC=C(N=C1)OC)C(=O)O)=O 6-chloro-7-(5,7-dihydro-6H-pyrrolo[3,4-b]pyridin-6-yl)-1-(5-meth-oxypyrazin-2-yl)-4-oxo-1,4-dihydro-quinoline-3-carboxylic acid